indan-1-carboxylic acid (4-cyano-3-methyl-isothiazol-5-yl)-amide C(#N)C=1C(=NSC1NC(=O)C1CCC2=CC=CC=C12)C